C(C)(C)(C)OC(NC(C)C)=NC(C)C 2-t-butyl-1,3-diisopropylisourea